NC=1C=C(C=CC1F)N1C(C2=C(CC1)N=C(S2)C=2C(=NC(=CC2)N2CCCC2)F)=O 5-(3-amino-4-fluorophenyl)-2-(2-fluoro-6-(pyrrolidin-1-yl)pyridin-3-yl)-6,7-dihydrothiazolo[5,4-c]pyridin-4(5H)-one